[(1S)-1-[5-[[(2S)-2-[[4-[[5-chloro-4-[6-[(4-cyanotetrahydropyran-4-yl)methylamino]-2-pyridyl]-2-pyridyl]amino]cyclohexyl]amino]propoxy]methyl]tetrazol-2-yl]ethyl] ethyl carbonate C(O[C@@H](C)N1N=C(N=N1)COC[C@H](C)NC1CCC(CC1)NC1=NC=C(C(=C1)C1=NC(=CC=C1)NCC1(CCOCC1)C#N)Cl)(OCC)=O